N=1N=C(N2C1C=CC=C2)COC=2C=CC(=C1CCN([C@@H](C21)CN2C(C1=CC=CC=C1C2)=O)C(=O)C2CCCCC2)Cl (1S,2R)-2-((S)-8-([1,2,4]Triazolo[4,3-a]pyridin-3-ylmethoxy)-5-chloro-1-((1-oxoisoindolin-2-yl)methyl)-1,2,3,4-tetrahydroisochinolin-2-carbonyl)cyclohexan